S1NC(=CC=C1)C(=O)[O-] [1,2]thiazine-3-carboxylate